CC1(CN(C=2C1=NC=CC2)C(=O)N2CC1(CC2)CCN(CC1)CC1=NC=CC=C1F)C (3,3-dimethyl-2,3-dihydro-1H-pyrrolo[3,2-b]pyridin-1-yl)(8-((3-fluoropyridin-2-yl)methyl)-2,8-diazaspiro[4.5]decan-2-yl)methanone